BrC1=CC=C(C=C1)[C@H](CO[Si](C)(C)C(C)(C)C)NC(OC(C)(C)C)=O tert-butyl N-[(1R)-1-(4-bromophenyl)-2-[tert-butyl(dimethyl)silyl]oxy-ethyl]carbamate